BrC=1C(=C(C=CC1)NC=1C2=C(N=C(N1)C(C)C)C=CC=N2)Cl N-(3-bromo-2-chloro-phenyl)-2-isopropyl-pyrido[3,2-d]pyrimidin-4-amine